N1=CC=C(C2=CC(=CC=C12)N)N quinoline-4,6-diamine